ClC=1C(=NC=CC1[C@H](CCC=C)NC1=CC=C(C=C1)OC)F (S)-N-(1-(3-chloro-2-fluoropyridin-4-yl)pent-4-en-1-yl)-4-methoxyaniline